2-chloro-6-(cyclopropyl-(methyl)amino)-3-formyl-N,N-dimethylisonicotinamide ClC=1C(=C(C(=O)N(C)C)C=C(N1)N(C)C1CC1)C=O